ClC1=C2C=C(NC2=CC=C1Cl)C(=O)N1[C@H]2[C@@H](CCC1)C(NC2)=O (4aR,7aS)-1-[(4,5-Dichloro-1H-indol-2-yl)carbonyl]octahydro-5H-pyrrolo[3,4-b]pyridin-5-one